(-)-9-Chloro-7-phenyl-6,7-dihydrodibenzo[d,f][1,2]thiazepine 5,5-dioxide ClC=1C=CC2=C(C(NS(C3=C2C=CC=C3)(=O)=O)C3=CC=CC=C3)C1